(S)-N-(1-(4-aminocyclohexyl)pyrrolidin-3-yl)-6-(4-fluorophenyl)-1H-indole-2-carboxamide hydrochloride Cl.NC1CCC(CC1)N1C[C@H](CC1)NC(=O)C=1NC2=CC(=CC=C2C1)C1=CC=C(C=C1)F